2-[4-fluoro-2-({[3-fluoro-4-(propan-2-yl)phenyl](phenyl)methyl}carbamoyl)pyrrolidin-1-yl]-2-oxoethyl piperazine-1-carboxylate N1(CCNCC1)C(=O)OCC(=O)N1C(CC(C1)F)C(NC(C1=CC=CC=C1)C1=CC(=C(C=C1)C(C)C)F)=O